NC=1C=C(OC=2C=C(C=CC2)C(=O)C2=CC(=CC=C2)OC2=CC(=CC=C2)N)C=CC1 bis(3-(3-aminophenoxy) phenyl) ketone